(1-methoxy-2-methyl-1-oxopropan-2-yl)zinc bromide [Br-].COC(C(C)(C)[Zn+])=O